4-[[5-(2-chloro-4-fluoro-3-hydroxy-phenyl)-1,3,4-thiadiazol-2-yl]methyl]-6-[(1R)-1-phenylethyl]-4,6-diazaspiro[2.4]heptane-5,7-dione ClC1=C(C=CC(=C1O)F)C1=NN=C(S1)CN1C2(CC2)C(N(C1=O)[C@H](C)C1=CC=CC=C1)=O